O1OCC1 [1,2]dioxetane